C(C)OC(=O)C=1N(C2=CC=C(C=C2C1)N)CC(F)F 5-Amino-1-(2,2-difluoroethyl)-1H-indole-2-carboxylic acid ethyl ester